Cl(=O)(=O)(=O)[O-].[Cu+].C(C)#N.C(C)#N.C(C)#N.C(C)#N tetrakisacetonitrile copper (I) perchlorate